calcium 5-hydroxyvalerate OCCCCC(=O)[O-].[Ca+2].OCCCCC(=O)[O-]